4-[(1R,3R)-2,2-dimethyl-3-(5-phenyl-1,3,4-thiadiazol-2-yl)cyclopropyl]benzenesulfonamide CC1([C@@H]([C@H]1C=1SC(=NN1)C1=CC=CC=C1)C1=CC=C(C=C1)S(=O)(=O)N)C